((S)-1-(4-fluorophenyl)ethyl)-2-((S)-1-methylpyrrolidin-2-yl)acetamide FC1=CC=C(C=C1)[C@@H](C)C(C(=O)N)[C@H]1N(CCC1)C